1-(4-(1-(3-aminophenyl)-1H-benzo[d]imidazol-6-yl)phenyl)-3-(2-(dimethylamino)ethyl)urea NC=1C=C(C=CC1)N1C=NC2=C1C=C(C=C2)C2=CC=C(C=C2)NC(=O)NCCN(C)C